6-[8-(3,8-diazabicyclo[3.2.1]octan-3-yl)-4-fluoro-5,6-dimethyl-2,7-naphthyridin-3-yl]-4-methyl-5-(trifluoromethyl)pyridin-2-amine C12CN(CC(CC1)N2)C=2N=C(C(=C1C(=C(N=CC21)C2=C(C(=CC(=N2)N)C)C(F)(F)F)F)C)C